NC=1C=C(C2=C([SiH2]C3=C(C2=O)C=CC(=C3)N)C1)C=C 3,7-diamino-1-vinyldibenzo[b,e]silin-10(5H)-one